2-(6-{5-chloro-2-[(oxocyclopent-3-yl)amino]pyrimidin-4-yl}-1-oxo-2,3-dihydro-1H-isoindol-2-yl)-N-[(1S)-2-hydroxy-1-(3-methoxyphenyl)ethyl]acetamide ClC=1C(=NC(=NC1)NC1CC(CC1)=O)C1=CC=C2CN(C(C2=C1)=O)CC(=O)N[C@H](CO)C1=CC(=CC=C1)OC